ClC1=CNC=2N=C(N=C(C21)N[C@H]2CN(CCC2)C(\C=C\C)=O)NC2=CC=C(C=C2)N2CCN(CC2)C (R,E)-1-(3-((5-chloro-2-((4-(4-methylpiperazin-1-yl)phenyl)amino)-7H-pyrrolo[2,3-d]pyrimidin-4-yl)amino)piperidin-1-yl)but-2-en-1-one